2-(2-Iodo-4-(trifluoromethyl)phenyl)acetonitrile IC1=C(C=CC(=C1)C(F)(F)F)CC#N